NCC1=C2C(=NC=3C=C4C(=CC13)OCO4)C4=CC1=C(C(N4C2)=O)COC([C@]1(O)CC)=O (S)-14-(aminomethyl)-7-ethyl-7-hydroxy-10,13-dihydro-11H-[1,3]dioxolo[4,5-g]pyrano[3',4':6,7]indolizino[1,2-b]quinoline-8,11(7H)-dione